FC(C1=NN=C(O1)NC(=O)C1=NC=NC(=C1)C1=CC(=C(C=C1)Cl)Cl)(F)F 6-(3,4-Dichloro-phenyl)-pyrimidine-4-carboxylic acid (5-trifluoromethyl-[1,3,4]oxadiazol-2-yl)-amide